3-[[(6Ar,10aR)-6,6,9-trimethyl-3-pentyl-6a,7,8,10a-tetrahydrobenzo[c]chromen-1-yl]oxy]propan-1-amine CC1(OC2=CC(=CC(=C2[C@H]2[C@H]1CCC(=C2)C)OCCCN)CCCCC)C